(S)-3-amino-4-oxo-4-(((1-(2-oxo-2-((6-(trifluoromethoxy)benzo[d]thiazol-2-yl)amino)ethyl)cyclohexyl)methyl)amino)butanoic Acid N[C@@H](CC(=O)O)C(NCC1(CCCCC1)CC(NC=1SC2=C(N1)C=CC(=C2)OC(F)(F)F)=O)=O